[Cl-].COC1=NC(=NC(=N1)OC)C1N(CCOC1)C (4,6-dimethoxy-1,3,5-triazin-2-yl)-4-methylmorpholine chloride